3-(4-(5-(aminomethyl)thiazol-2-yl)phenoxy)-N-(2,2,2-trifluoroethyl)propan-1-amine hydrochloride Cl.NCC1=CN=C(S1)C1=CC=C(OCCCNCC(F)(F)F)C=C1